(2-methoxymethoxyethyl)amine COCOCCN